allyl-L-histidine C(C=C)N[C@@H](CC1=CNC=N1)C(=O)O